7-iodo-5-methoxy-[1,2,4]triazolo[4,3-a]pyridin-3(2H)-one IC1=CC=2N(C(=C1)OC)C(NN2)=O